(4S)-4-ethyl-7-((6-fluoro-3-iodo-4-carbonyl-1-(tetrahydrofuran-3-yl)-1,4-dihydroquinolin-2-yl)methyl)-4-hydroxy-1,7-dihydro-3H-pyrano[3,4-c]pyridine-3,8(4H)-dione C(C)[C@]1(C(OCC=2C(N(C=CC21)CC=2N(C1=CC=C(C=C1C(C2I)=C=O)F)C2COCC2)=O)=O)O